(R)-2-methoxy-2-(4-(5-methyl-3-(1H-pyrrolo[2,3-c]pyridin-3-yl)-1H-pyrazol-1-yl)-6-morpholinopyrimidin-2-yl)ethan-1-ol CO[C@@H](CO)C1=NC(=CC(=N1)N1N=C(C=C1C)C1=CNC2=CN=CC=C21)N2CCOCC2